CN1C(NC2=C1C(=CC=C2)N2CCC(CC2)COC2CCN(CC2)C(=O)OCC2=CC=CC=C2)=O 1-Benzyl 4-[[1-(3-methyl-2-oxo-1H-benzimidazol-4-yl)-4-piperidyl]methoxy]piperidine-1-carboxylate